C(C)(C)(C)OC(=O)N1CCC2(CC(C2C=2C(=NOC2C2CC2)C2=C(C=NC=C2Cl)Cl)O)CC1 (5-cyclopropyl-3-(3,5-dichloropyridin-4-yl)isoxazol-4-yl)-2-hydroxy-7-azaspiro[3.5]nonane-7-carboxylic acid tert-butyl ester